CSC1=CC(=CN=N1)C=1C=CC=C(C1)O 5-[6-(methylsulfanyl)pyridazin-4-yl]phenol